C(CC(C)C)OC(C=CC1=CC=CC=C1)=O ISOAMYLCINNAMAT